ClC1=CC=C(C=C1)C1=NC=C2C(=N1)N(C(N(C2=O)CC(=O)NCC=2OC(=CC2)C)=O)CC 7-(4-Chlorophenyl)-1-ethyl-1,4-dihydro-N-[(5-methyl-2-furanyl)methyl]-2,4-dioxopyrimido[4,5-d]pyrimidine-3(2H)-acetamide